CC1=NOC(=C1C1=CC=C2C=3N([C@H](COC31)C3=NC=CC=C3)C(=N2)N2CC(C2)NS(=O)(=O)C)C N-{1-[(4S)-7-(3,5-dimethylisoxazol-4-yl)-4-pyridin-2-yl-4,5-dihydroimidazo[1,5,4-de][1,4]benzoxazin-2-yl]azetidin-3-yl}methanesulfonamide